N1N=CC(=C1)C1=CC=C(C=C1)NC1=NC(=NC=C1)N1C2CNCC1CC2 N-(4-(1H-pyrazol-4-yl)phenyl)-2-(3,8-diazabicyclo[3.2.1]oct-8-yl)pyrimidin-4-amine